C=1N=CN2C1CN(CC2)C2=NC(=NC(=C2)C(C)C)N 4-(5,6-dihydroimidazo[1,5-a]pyrazin-7(8H)-yl)-6-isopropylpyrimidin-2-amine